2-(3-bromo-2-methylphenyl)-1,3-dioxolane BrC=1C(=C(C=CC1)C1OCCO1)C